3-[3-methyl-2-oxo-5-([4-[(3R)-pyrrolidin-3-yl]piperazin-1-yl]methyl)-1,3-benzodiazol-1-yl]piperidine-2,6-dione hydrochloride Cl.CN1C(N(C2=C1C=C(C=C2)CN2CCN(CC2)[C@H]2CNCC2)C2C(NC(CC2)=O)=O)=O